C(C)(C)(C)C1=NN(C(=C1C(=O)O)OC1=NC(=CC=C1)Cl)C 3-(tert-butyl)-5-[(6-chloropyridin-2-yl)oxy]-1-methyl-1H-pyrazole-4-carboxylic acid